F[C@@H]1[C@@H](C1)C(=O)NC=1C=C2C(=CN1)N(C(=C2)C=2C(=CC1=C(N=CS1)C2)OC)C (1S,2S)-2-fluoro-N-[2-(6-methoxy-1,3-benzothiazol-5-yl)-1-methylpyrrolo[2,3-c]pyridin-5-yl]cyclopropane-1-carboxamide